6-[6-amino-1-[(4-amino-2-fluoro-phenyl)methyl]pyrazolo[3,4-d]pyrimidine-4-yl]pyridine-2-carbonitrile NC1=NC(=C2C(=N1)N(N=C2)CC2=C(C=C(C=C2)N)F)C2=CC=CC(=N2)C#N